tert-Butyl (R)-4-((2-(3-chloro-4-(methoxycarbonyl)phenyl)-4-(3,3,3-trifluoropropyl)piperazin-1-yl)methyl)-5-methoxy-7-methyl-1H-indole-1-carboxylate ClC=1C=C(C=CC1C(=O)OC)[C@H]1N(CCN(C1)CCC(F)(F)F)CC1=C2C=CN(C2=C(C=C1OC)C)C(=O)OC(C)(C)C